FC=1C=C(C=CC1F)C=1C=C2C=CN(C2=C(C1)C(=O)NCC1=CC=C(C(=O)O)C=C1)CC1=CC=C(C=C1)C1=CC=C(C=C1)F 4-((5-(3,4-difluorophenyl)-1-((4'-fluoro-[1,1'-biphenyl]-4-yl)methyl)-1H-indole-7-carboxamido)methyl)benzoic acid